cobalt manganite [Mn](=O)([O-])[O-].[Co+2]